C(C=CCC#N)#N 2-pentenedinitrile